methyl (2R,5S)-5-(4-chlorobenzyl)-4-(4-(1-methyl-1H-1,2,3-triazol-4-yl)cyclohexyl)morpholine-2-carboxylate ClC1=CC=C(C[C@H]2CO[C@H](CN2C2CCC(CC2)C=2N=NN(C2)C)C(=O)OC)C=C1